6-benzylcytosine C(C1=CC=CC=C1)C1=CC(=NC(N1)=O)N